tert-butyl 7-(((S)-1-methoxy-1-oxo-3-((S)-2-oxopyrrolidin-3-yl)propan-2-yl)carbamoyl)-6-azaspiro[3.4]octane-6-carboxylate COC([C@H](C[C@H]1C(NCC1)=O)NC(=O)C1N(CC2(CCC2)C1)C(=O)OC(C)(C)C)=O